C(C=C)(=O)N1C[C@H](C[C@@H]1COC)N1N=C(C(=C1NC)C(=O)N)C#CC1=C(C2=C(N(C(=N2)C)C)C=C1)F 1-((3s,5r)-1-propenoyl-5-(methoxymethyl)pyrrolidin-3-yl)-3-((4-fluoro-1,2-dimethyl-1H-benzo[d]imidazol-5-yl)ethynyl)-5-(methylamino)-1H-pyrazole-4-carboxamide